BrC1=CC(=CC2=C1OCCO2)S(=O)(=O)Cl 8-bromo-2,3-dihydro-1,4-benzodioxine-6-sulfonyl chloride